O=C(\C(=C/C1CCN(CC1)C(=O)OC(C)(C)C)\C1=CC=CC=C1)N1C(C=CCC1)=O (Z)-tert-butyl 4-(3-oxo-3-(2-oxo-5,6-dihydropyridin-1(2H)-yl)-2-phenylprop-1-enyl)piperidine-1-carboxylate